3-isopropyl-5,6,7,8-tetrahydro-[1,2,4]triazolo[4,3-a]pyridine-7-carboxaldehyde C(C)(C)C1=NN=C2N1CCC(C2)C=O